CN1N=NC2=C1C=CC(=C2C)[C@@H](CC(=O)OC)C2=CC(=C(C=C2)C)CN2C[C@H](OC1=C(C2)N=C(C=C1)O)C(F)(F)F Methyl (S)-3-(1,4-dimethyl-1H-benzo[d][1,2,3]triazol-5-yl)-3-(3-(((S)-7-hydroxy-2-(trifluoromethyl)-2,3-dihydropyrido[2,3-f][1,4]oxazepin-4(5H)-yl)methyl)-4-methylphenyl)propanoate